ClC1CCOC2=C1C=CC(=C2F)F 4-chloro-7,8-difluoro-3,4-dihydro-2H-1-benzopyran